5-(2-fluoro-4-methylphenyl)-2,3-dimethyl-7-((2S,4R)-2-(1-methyl-1H-pyrazol-4-yl)tetrahydro-2H-pyran-4-yl)pyrido[3,4-b]pyrazine FC1=C(C=CC(=C1)C)C1=NC(=CC=2C1=NC(=C(N2)C)C)[C@H]2C[C@H](OCC2)C=2C=NN(C2)C